methyl 2-(5-{(1S)-1-[(tert-butoxycarbonyl)amino]ethyl}-3-cyclopropyl-1H-1,2,4-triazol-1-yl)-1,3-thiazole-5-carboxylate C(C)(C)(C)OC(=O)N[C@@H](C)C1=NC(=NN1C=1SC(=CN1)C(=O)OC)C1CC1